ethyl piperonylate C(C1=CC=2OCOC2C=C1)(=O)OCC